ClC1=C(C(=NN1C1=CC=CC=C1)C1=CC(=CC(=C1)F)F)C=O 5-CHLORO-3-(3,5-DIFLUOROPHENYL)-1-PHENYL-1H-PYRAZOLE-4-CARBOXALDEHYDE